Cl\C(\C1[C@H]2CN(C[C@@H]12)C(=O)OC(C)(C)C)=N/O tert-butyl {1R,5S,6r}-6-[(Z)-chloro(hydroxyimino)methyl]-3-azabicyclo[3.1.0]hexane-3-carboxylate